C(#N)C=1C=CC(=C(C1)NC(=N)N)C 1-(5-cyano-2-methylphenyl)guanidine